(6-((6,7-dimethoxyquinazolin-4-yl)oxy)pyridin-3-yl)(imino)(methyl)-λ6-sulfanone COC=1C=C2C(=NC=NC2=CC1OC)OC1=CC=C(C=N1)S(=O)(C)=N